C(C1=CC=CC=C1)N1C(C=2C=CC=NC2C(C1)(F)F)C 6-benzyl-8,8-difluoro-5-methyl-5,6,7,8-tetrahydro-1,6-naphthyridine